N1CCNCC1.N1CC(CCC1)C(=O)O piperidine-3-carboxylic acid-piperazine salt